3-methoxy-4-hydroxy-α-methylstyrene COC=1C=C(C(=C)C)C=CC1O